B12B3[B-]14B5[B-]23B45.[Yb+2] ytterbium hexaboride